hexacosyl-catechol tert-butyl-(3aS,6S,6aR)-2-benzyl-6-(hydroxymethyl)-4-oxo-3,3a,6,6a-tetrahydro-1H-pyrrolo[3,4-c]pyrrole-5-carboxylate C(C)(C)(C)C1N(C[C@@H]2[C@H]1[C@H](N(C2=O)C(=O)O)CO)CC2=CC=CC=C2.C(CCCCCCCCCCCCCCCCCCCCCCCCC)C2=C(C(O)=CC=C2)O